((S)-1-((3R,5'S)-5'-carbamoyl-2-oxospiro[indoline-3,3'-pyrrolin]-1'-yl)-4-methyl-1-oxopentan-2-yl)(methyl)carbamic acid tert-butyl ester C(C)(C)(C)OC(N(C)[C@H](C(=O)N1C[C@]2(C[C@H]1C(N)=O)C(NC1=CC=CC=C12)=O)CC(C)C)=O